FC1=C(C=CC(=C1)F)N1CC2(CN(C2)CC2=CC3=C(N=C(C(N3)=O)CC)C=N2)C1 7-((6-(2,4-difluorophenyl)-2,6-diazaspiro[3.3]heptan-2-yl)methyl)-3-ethylpyrido[3,4-b]pyrazin-2(1H)-one